2-(3,4-bis(benzyloxy)phenyl)ethylamine C(C1=CC=CC=C1)OC=1C=C(C=CC1OCC1=CC=CC=C1)CCN